N-[[4-chloro-3-(trifluoromethyl)-phenyl]methyl]acetamid ethyl-(1R,2S)-2-(2-hydroxyethyl)cyclopropanecarboxylate C(C)OC(=O)[C@H]1[C@@H](C1)CCO.ClC1=C(C=C(C=C1)CNC(C)=O)C(F)(F)F